1-(5-Amino-4-methoxypyrazolo[1,5-c]pyrimidin-3-yl)-2,2,2-trifluoroethan-1-ol NC1=C(C=2N(C=N1)N=CC2C(C(F)(F)F)O)OC